C(CC)O[Si](OCC)(OC)OCCC Dipropoxymonomethoxymonoethoxysilane